3-(2-aminopyrimidin-5-yl)-9-(1-((6-chloro-2-(2-methyl-2H-tetrazol-5-yl)pyridin-3-yl)amino)ethyl)-7-methyl-4-(methyl-d3)imidazo[1,5-a]quinazolin-5(4H)-one NC1=NC=C(C=N1)C=1N=CN2C1N(C(C1=CC(=CC(=C21)C(C)NC=2C(=NC(=CC2)Cl)C=2N=NN(N2)C)C)=O)C([2H])([2H])[2H]